5-tert-butyl-N-[[2-fluoro-4-(6-vinylpyrrolo[2,1-f][1,2,4]triazin-4-yl)phenyl]methyl]-1,2,4-oxadiazole-3-carboxamide C(C)(C)(C)C1=NC(=NO1)C(=O)NCC1=C(C=C(C=C1)C1=NC=NN2C1=CC(=C2)C=C)F